ClC=1C(=C(C=CC1)NC1=NC=NC2=CC(=C(C=C12)NC(\C=C\C)=O)C#C[C@@]1(CN(CC1)C)C)F (R,E)-N-(4-((3-chloro-2-fluorophenyl)amino)-7-((1,3-dimethylpyrrolidin-3-yl)ethynyl)quinazolin-6-yl)but-2-enamide